ClC1=NC=C(C(=N1)NCCCCCO)CNC1=C(C=CC=C1C)C 5-{2-Chloro-5-[(2,6-dimethyl-phenylamino)-methyl]-pyrimidin-4-ylamino}-pentan-1-ol